[NH4+].[Mn](=O)(=O)(=O)[O-].[K] potassium permanganate, ammonium salt